CC1=CCC(CC1)C(C)(C)CC(=O)O.C(C)(=O)O acetate (2-(4-methyl-1-cyclohex-3-enyl) propan-2-yl acetate)